ClC=1C=C(C=C(C1)Cl)N1CC(CC1=O)(C(=O)NCC1=NC(=NC=C1)OC(C)C)C 1-(3,5-dichlorophenyl)-N-[(2-isopropyloxypyrimidin-4-yl)methyl]-3-methyl-5-oxopyrrolidine-3-carboxamide